3-hydroxy-dimethylsilyl-propyl-N,N-dimethylthiocarbamoyl tetrasulfide O[Si](CCCS=C(N(C)C)SSSSC(N(C)C)=SCCC[Si](O)(C)C)(C)C